2,7-dibromo-9,9-din-propylfluorene BrC1=CC=2C(C3=CC(=CC=C3C2C=C1)Br)(CCC)CCC